NC=1C(=C(C=O)C=CC1)O 3-AMINO-2-HYDROXYBENZALDEHYDE